di-tert-butyl-malonic acid C(C)(C)(C)C(C(=O)O)(C(=O)O)C(C)(C)C